BrC1=C(C=C(C(=O)N2CC=3N(CC2)C(N(C3C(=O)NCC3=CC=C(C=C3)CO)C3=CC=C(C=C3)OC(C)C)=O)C=C1)Cl 7-(4-bromo-3-chloro-benzoyl)-N-[[4-(hydroxymethyl)phenyl]methyl]-2-(4-isopropoxyphenyl)-3-oxo-6,8-dihydro-5H-imidazo[1,5-a]pyrazine-1-carboxamide